OCC[N+](C)(CCCCCCCCCCCCCCCCCC)CCO bis(2-hydroxyethyl)octadecylmethylammonium